N-[[4-[5-(trifluoromethyl)-1,2,4-oxadiazol-3-yl]phenyl]methyl]cyclopropanecarboxamide FC(C1=NC(=NO1)C1=CC=C(C=C1)CNC(=O)C1CC1)(F)F